tert-Butyl 2-((((9H-fluoren-9-yl)methoxy) carbonyl)(methyl)amino)-3-(4-methylpyridin-3-yl)propanoate C1=CC=CC=2C3=CC=CC=C3C(C12)COC(=O)N(C(C(=O)OC(C)(C)C)CC=1C=NC=CC1C)C